acetic acid lithium salt [Li+].C(C)(=O)[O-]